CC(CN(C(C)=O)C1=CC=C(C=C1)C)=C N-(2-methylallyl)-N-(p-tolyl)acetamide